4-hydroxy-3-methoxy-5-(2-methylallyl)benzoic acid methyl ester COC(C1=CC(=C(C(=C1)CC(=C)C)O)OC)=O